1-(6,7-dihydro-5H-benzo[6,7]cyclohepta[1,2-c]pyridazin-3-yl)-N3-(3-fluoro-4-(4-(4-methylpiperazin-1-yl)piperidin-1-yl)phenyl)-1H-1,2,4-triazole-3,5-diamine N1=NC(=CC2=C1C1=C(CCC2)C=CC=C1)N1N=C(N=C1N)NC1=CC(=C(C=C1)N1CCC(CC1)N1CCN(CC1)C)F